(5-5H-imidazo[5,1-a]isoindol-5-yl)-4,5,6,7-tetrahydropyrazolo[1,5-a]pyridine-3-carbonitrile C=1N=CN2C1C1=CC=CC=C1C2C2CC=1N(CC2)N=CC1C#N